O=C1C=CC(=NN1CC#N)C=1C=NC(=NC1)OCC(F)(F)F 2-(6-oxo-3-(2-(2,2,2-trifluoroethoxy)pyrimidin-5-yl)pyridazin-1(6H)-yl)acetonitrile